CN1N=C(C2=C1C=NN(C2=O)CC(=O)N[C@@H](C)C2=CC=C(C=C2)C(F)(F)F)C(F)(F)F (S)-2-(1-methyl-4-oxo-3-(trifluoromethyl)-1,4-dihydro-5H-pyrazolo[3,4-d]pyridazin-5-yl)-N-(1-(4-(trifluoromethyl)phenyl)ethyl)acetamide